FC=1C(=C(C=C(C1)C1=NOC(=N1)[C@@H]1[C@H](C1)F)NC(=O)C1=CN=C2N1C=C(C=C2)N2CCN(CC2)C(=O)OC(C)(C)C)C tert-butyl 4-(3-((3-fluoro-5-(5-((1R,2S)-2-fluorocyclopropyl)-1,2,4-oxadiazol-3-yl)-2-methylphenyl)carbamoyl)imidazo[1,2-a]pyridin-6-yl)piperazine-1-carboxylate